N-(5-Fluoropyridin-2-yl)-4,5'-dimethyl-[3,4'-bipyridine]-2'-carboxamide FC=1C=CC(=NC1)NC(=O)C1=NC=C(C(=C1)C=1C=NC=CC1C)C